3-(5-(2-(3-fluorophenyl)-6-azaspiro[3.4]oct-1-ene-6-carbonyl)-1-oxoisoindolin-2-yl)piperidine-2,6-dione FC=1C=C(C=CC1)C1=CC2(C1)CN(CC2)C(=O)C=2C=C1CN(C(C1=CC2)=O)C2C(NC(CC2)=O)=O